P(OCC)(OC)OC1=CC(=NC2=C(N=CC=C12)C1=CC=NN1C1OCCCC1)N1[C@@H](COCC1)C ethyl methyl {2-[(3R)-3-methylmorpholin-4-yl]-8-[1-(tetrahydro-2H-pyran-2-yl)-1H-pyrazol-5-yl]-1,7-naphthyridin-4-yl} phosphite